CC1(OC=C(CO1)OS(=O)(=O)C(F)(F)F)C (2,2-dimethyl-4H-1,3-dioxin-5-yl)trifluoromethanesulfonate